N-[(1R)-2-Methoxy-1-phenylethyl]-5-methyl-2-(5-morpholin-4-yl-3,4'-bipyridin-2'-yl)-1H-imidazole-4-carboxamide COC[C@@H](C1=CC=CC=C1)NC(=O)C=1N=C(NC1C)C1=NC=CC(=C1)C=1C=NC=C(C1)N1CCOCC1